1,3,5-tris(2-(3-sulfanyl-butanoyloxy)ethyl)-1,3,5-triazine-2,4,6-trione SC(CC(=O)OCCN1C(N(C(N(C1=O)CCOC(CC(C)S)=O)=O)CCOC(CC(C)S)=O)=O)C